COCCNC(=O)C1=CC2=C(N(C(=N2)NC=2SC3=C(N2)C=C(C=C3)OC(F)(F)F)C)C=C1 1-Methyl-2-(5-trifluoromethoxy-benzothiazol-2-ylamino)-1H-benzoimidazole-5-carboxylic acid (2-methoxy-ethyl)-amide